((1R,2R)-2-aminocyclohexyl)methanol N[C@H]1[C@@H](CCCC1)CO